ClC1=CC=C(C(=O)NC(C(=O)NC2CCC(CC2)C(=O)O)C)C=C1 4-[[2-[(4-Chlorobenzoyl)amino]-1-oxopropyl]amino]cyclohexanecarboxylic acid